N[C@]1(CN(C[C@@H]1CCCB(O)O)C(C(CC1=CC=CC=C1)NC)=O)C(=O)O (3R,4S)-3-amino-4-(3-boronopropyl)-1-(2-(methylamino)-3-phenylpropanoyl)pyrrolidine-3-carboxylic acid